CC1=NN(C(C1C(NC1=CC(=CC=C1)C=1OC=CN1)=O)=O)C=1C=C(C(=O)OC)C=CC1 methyl 3-[3-methyl-4-[(3-oxazol-2-ylphenyl)carbamoyl]-5-oxo-4H-pyrazol-1-yl]benzoate